2-((2-(2-(4-chloro-2-fluorophenyl)-2-methylbenzo[d][1,3]dioxol-4-yl)thiazol-4-yl)methyl)-1-(((S)-oxetan-2-yl)methyl)-1H-benzo[d]imidazole-6-carboxylic acid ClC1=CC(=C(C=C1)C1(OC2=C(O1)C=CC=C2C=2SC=C(N2)CC2=NC1=C(N2C[C@H]2OCC2)C=C(C=C1)C(=O)O)C)F